FC=1C=C(C=C(C1F)F)[C@H]1[C@@H](CN(C1)CCOC)NC(=O)NC1=C(C(=NN1C1=CC=CC=C1)C1=CC=CC=C1)C 1-((3S,4R)-4-(3,4,5-trifluorophenyl)-1-(2-methoxyethyl)pyrrolidin-3-yl)-3-(4-methyl-1,3-diphenyl-1H-pyrazol-5-yl)urea